NC1(CCN(CC1)C1=NC(=C2C(=N1)NN=C2Br)C#N)CC2=NC=CC=C2 6-(4-amino-4-(pyridin-2-ylmethyl)piperidin-1-yl)-3-bromo-1H-pyrazolo[3,4-d]pyrimidine-4-carbonitrile